tert-butyl (tert-butoxycarbonyl)(2-(2-(dimethylamino)ethoxy)-4-(methylsulfonyl)phenyl)carbamate C(C)(C)(C)OC(=O)N(C(OC(C)(C)C)=O)C1=C(C=C(C=C1)S(=O)(=O)C)OCCN(C)C